2-(((1R,3S)-3-(((5-(3-((R)-1-(5-(azetidin-3-yloxy)-2-methylbenzamido)ethyl)phenyl)thiophen-2-yl)methyl)amino)cyclopentyl)oxy)acetic acid N1CC(C1)OC=1C=CC(=C(C(=O)N[C@H](C)C=2C=C(C=CC2)C2=CC=C(S2)CN[C@@H]2C[C@@H](CC2)OCC(=O)O)C1)C